N1=CC(=CC=C1)NC(CN1CC2=C(CC1)SC(=C2)C2=NOC(=N2)C(F)(F)F)=O N-(pyridin-3-yl)-2-(2-(5-(trifluoromethyl)-1,2,4-oxadiazol-3-yl)-6,7-dihydrothieno[3,2-c]pyridin-5(4H)-yl)acetamide